α-D-mannopyranosyl-(1→4)-α-D-mannopyranosyl-(1→3)-β-D-mannopyranose [C@H]1([C@@H](O)[C@@H](O)[C@H](O)[C@H](O1)CO)O[C@H]1[C@@H]([C@@H]([C@H](O[C@@H]1CO)O[C@@H]1[C@@H]([C@H](O)O[C@@H]([C@H]1O)CO)O)O)O